zinc monomethionine N[C@@H](CCSC)C(=O)O.[Zn]